2-ethylhexyl (4-tert.-butylbenzoate) C(C)(C)(C)C1=CC=C(C(=O)OCC(CCCC)CC)C=C1